Ethyl 2-(2-((7-(5-methyl-1,2,4-oxadiazol-3-yl)isoquinolin-1-yl)amino)ethyl)-1,2,3,4-tetrahydropyrrolo[1,2-a]pyrazine-7-carboxylate CC1=NC(=NO1)C1=CC=C2C=CN=C(C2=C1)NCCN1CC=2N(CC1)C=C(C2)C(=O)OCC